4-((6-(1-methyl-1H-pyrazol-4-yl)pyridin-3-yl)oxy)benzene CN1N=CC(=C1)C1=CC=C(C=N1)OC1=CC=CC=C1